ferric fluoride lithium sulfate S(=O)(=O)([O-])[O-].[Li].[F-].[Fe+3]